BrC=1C(=C2CC[C@@]3(C2=CC1)N=C1N(C=C(C=C1OCF)C(F)(F)F)C3)F (S)-5'-bromo-4'-fluoro-8-(fluoromethoxy)-6-(trifluoromethyl)-2',3'-dihydro-3H-spiro[imidazo[1,2-a]pyridine-2,1'-indene]